6-(2,2,2-trifluoroethyl)-4-{7-[(2-trityl-1,2,3,4-tetrahydroisoquinolin-6-yl)methyl]-2,7-diazaspiro[3.5]non-2-yl}quinazoline FC(CC=1C=C2C(=NC=NC2=CC1)N1CC2(C1)CCN(CC2)CC=2C=C1CCN(CC1=CC2)C(C2=CC=CC=C2)(C2=CC=CC=C2)C2=CC=CC=C2)(F)F